C(C)O[Si]1(N(CCC1)CCC[Si](OCC)(OCC)OCC)OCC 2,2-Diethoxy-1-(3-triethoxysilylpropyl)-1-aza-2-silacyclopentane